N'-(4-nitrophenyl)-2-phenylthiazole-4-hydrazide [N+](=O)([O-])C1=CC=C(C=C1)NNC(=O)C=1N=C(SC1)C1=CC=CC=C1